C1=NC=C(C2=CC=CC=C12)C=1C=C2CC(C(C2=CC1)NC(O[C@@H]1CN2CCC1CC2)=O)(C)C (S)-quinuclidin-3-yl (5-(isoquinolin-4-yl)-2,2-dimethyl-2,3-dihydro-1H-inden-1-yl)carbamat